2-oxo-2H-[1,2':4',4''-terpyridin]-5'-carboxamide O=C1N(C=CC=C1)C1=NC=C(C(=C1)C1=CC=NC=C1)C(=O)N